1-phenylethyl-1H-imidazole-1-carboxylate C1(=CC=CC=C1)C(C)OC(=O)N1C=NC=C1